C(C1=CC=CC=C1)OCCOCCOCCC=1C=NC=C(C1)Br 3-(2-{2-[2-(benzyloxy)ethoxy]ethoxy}ethyl)-5-bromopyridine